Methyl 2-amino-3-(but-2-en-1-yl)-3,4-dihydro-5-oxa-1,2a-diazaacenaphthylene-7-carboxylate NC1=NC=2C=C(C=C3OCC(N1C23)CC=CC)C(=O)OC